(phenylethynyl)-4-(4-(trifluoromethyl)phenyl)-1H-pyrrole-2,5-dione C1(=CC=CC=C1)C#CN1C(C=C(C1=O)C1=CC=C(C=C1)C(F)(F)F)=O